COC1=CC=C2C(=CN(C2=C1)C1=C(C=CC2=CC=CC=C12)O)C 1-(6-Methoxy-3-methyl-1H-indol-1-yl)naphthalen-2-ol